methyl (rel)-4-((1-hydroxy-2-methoxycyclohexyl)ethynyl)benzoate OC1(C(CCCC1)OC)C#CC1=CC=C(C(=O)OC)C=C1